(2-fluorobenzyloxy)benzylidene-3-isobutylthiazolidine-2,4-dione FC1=C(COC(C2=CC=CC=C2)=C2C(N(C(S2)=O)CC(C)C)=O)C=CC=C1